N-octyl-pyridine bis(trifluoromethanesulfonyl)imide salt [N-](S(=O)(=O)C(F)(F)F)S(=O)(=O)C(F)(F)F.C(CCCCCCC)N1CC=CC=C1